4-((N,N-dimethylsulfamoyl)carbamoyl)-2-fluoro-3-(pyrrolidin-1-yl)benzoic acid CN(S(=O)(=O)NC(=O)C1=C(C(=C(C(=O)O)C=C1)F)N1CCCC1)C